3-(1-methyl-1H-pyrazol-4-yl)-N-(4-(4-((3-(4-methylpiperazin-1-yl)propyl)amino)-4-oxobutyl)-1-phenyl-1H-imidazol-2-yl)benzamide CN1N=CC(=C1)C=1C=C(C(=O)NC=2N(C=C(N2)CCCC(=O)NCCCN2CCN(CC2)C)C2=CC=CC=C2)C=CC1